C1(=C(C(=CC=C1)C(=O)O)C(=O)O)C1=CC(=C(C=C1)C(=O)O)C(=O)O 2,3',3,4'-biphenyl-tetraoic acid